2,2'-dimethyl-4,4'-methylenebis(cyclohexylamine) CC1C(CCC(C1)CC1CC(C(CC1)N)C)N